C[C@H]1N(CCNC1)C(=O)OC(C)(C)C (R)-tert-butyl 2-methylpiperazine-1-carboxylate